tert-butyl 4-(5-quinolyloxy)piperidine-1-carboxylate N1=CC=CC2=C(C=CC=C12)OC1CCN(CC1)C(=O)OC(C)(C)C